N[C@@H]1CC[C@H](N(C1)C(=O)OCCC(C)(C)C)C(=O)[O-] 1-(tert-butyl)2-ethyl (2S,5R)-5-aminopiperidine-1,2-dicarboxylate